Benzyl 2-(4-isopropyl-6-oxotetrahydro-2H-pyran-2-yl)acetate C(C)(C)C1CC(OC(C1)=O)CC(=O)OCC1=CC=CC=C1